[2-[9-(cyclopropylmethyl)-2,3-dihydro-1H-pyrrolo[2,3-f][1,4]benzothiazin-8-yl]-7-fluoro-1-methyl-benzimidazol-5-yl]methanone C1(CC1)CN1C(=CC=2C=CC3=C(NCCS3)C21)C2=NC1=C(N2C)C(=CC(=C1)C=O)F